1-(3-benzyl-3-(1-(4-fluorophenyl)-6-methyl-1H-indazol-5-yl)pyrrolidin-1-yl)-3-(1H-1,2,4-triazol-1-yl)propan-1-one C(C1=CC=CC=C1)C1(CN(CC1)C(CCN1N=CN=C1)=O)C=1C=C2C=NN(C2=CC1C)C1=CC=C(C=C1)F